O1COC2=C1C=CC(=C2)CNC2=CC(=C(C=C2)C)C2=NOC(=N2)CC2=CC=CC1=CC=CC=C21 N-(benzo[d][1,3]dioxol-5-ylmethyl)-4-methyl-3-(5-(naphthalen-1-ylmethyl)-1,2,4-oxadiazol-3-yl)aniline